C1(CCCCC1)/C=C/C1=CC(=C2C(C(CCN12)(F)F)O)C(F)(F)F (E)-3-(2-cyclohexylvinyl)-7,7-difluoro-1-(trifluoromethyl)-5,6,7,8-tetrahydroindolizin-8-ol